1'-((3,8-difluoro-4-oxo-4,5-dihydropyrrolo[1,2-a]quinoxalin-7-yl)methyl)-1',2',3',6'-tetrahydro-[2,4'-bipyridine]-5-carbonitrile FC=1C=CN2C1C(NC1=CC(=C(C=C21)F)CN2CCC(=CC2)C2=NC=C(C=C2)C#N)=O